6-(5,6-difluoro-1H-indazol-3-yl)-3,4-dihydro-2H-pyrido[3,2-b][1,4]oxazine FC=1C=C2C(=NNC2=CC1F)C=1C=CC=2OCCNC2N1